O1CC(C1)N1C(N(CC1)C1CN(CCC1)C=1N=C(C(=NC1)C(=O)N)NC=1C=C2CCNCC2=CC1)=O (3-(3-(oxetan-3-yl)-2-oxoimidazolin-1-yl)piperidin-1-yl)-3-((1,2,3,4-tetrahydroisoquinolin-6-yl)amino)pyrazine-2-carboxamide